ClC1=CC=C(C=C1)C=1SC=C2N=CN(C(C21)=O)CC(=O)NC2CCC2 2-(5-(4-chlorophenyl)-4-oxothieno[3,4-d]pyrimidin-3(4H)-yl)-N-cyclobutylacetamide